di-para-tolyl-chlorosilane C1(=CC=C(C=C1)[SiH](Cl)C1=CC=C(C=C1)C)C